CN(CCC1CCN(CC1)C1=CC=CC(=N1)S(=O)(=O)NC(=O)C=1C(=NC=CC1)N1C(CC(C1)C)(C)C)C N-[[6-[4-(2-Dimethylaminoethyl)-1-piperidyl]-2-pyridyl]sulfonyl]-2-(2,2,4-trimethylpyrrolidin-1-yl)pyridin-3-carboxamid